S(=O)(=O)([O-])S(=O)[O-].[O-]O.C1(=CC=CC=C1)C(C)C cumene hydroperoxide metabisulfite